BrC=1C(=NNC1)C1=CC(=CC=C1)Cl 4-bromo-3-(3-chlorophenyl)-1H-pyrazole